FC=1C(=C(C=CC1)NC1=C2C(=NC(=C1)NC1=NN(C=C1)C)NN(C2=O)C)OC 4-((3-fluoro-2-methoxyphenyl)amino)-2-methyl-6-((1-methyl-1H-pyrazol-3-yl)amino)-1,2-dihydro-3H-pyrazolo[3,4-b]pyridin-3-one